BrC#C[Si](C(C)C)(C(C)C)C(C)C 1-bromo-2-(triisopropylsilyl)acetylene